ClC1=CC2=C(C=N1)C(=NN2C2OCCCC2)S(=O)(=O)C 6-chloro-3-(methylsulfonyl)-1-(tetrahydro-2H-pyran-2-yl)-1H-pyrazolo[4,3-c]pyridine